C1(CC1)C=1C=2[C@@](C3=C(NC2N=CC1F)CC(CC3=O)(C)C)(C3=CC=CC=C3)C (5S)-4-cyclopropyl-3-fluoro-5,8,8-trimethyl-5-phenyl-9,10-dihydro-7H-benzo[b][1,8]naphthyridin-6-one